3-(Ethoxycarbonylamino)-2,10-dimethoxy-5,6,7,8,13,13a-hexahydroisoquinolino[2,1-b]isoquinolin-9-yl benzenesulfonate C1(=CC=CC=C1)S(=O)(=O)OC1=C(C=CC=2CC3N(CC12)CCC=1C=C(C(=CC13)OC)NC(=O)OCC)OC